2-(4-(2-(4-(2-(3,4-dimethoxyphenyl)-3-isopropyl-1H-indol-5-yl)piperidin-1-yl)-2-oxoethyl)piperazin-1-yl)-N-isopropylacetamide COC=1C=C(C=CC1OC)C=1NC2=CC=C(C=C2C1C(C)C)C1CCN(CC1)C(CN1CCN(CC1)CC(=O)NC(C)C)=O